trioctyldodecyl-phosphonium chloride [Cl-].C(CCCCCCC)[P+](CCCCCCCCCCCC)(CCCCCCCC)CCCCCCCC